COCCOC1=NC2=C(C=CC(=C2C=N1)N1C[C@@H](N([C@H](C1)C)C(=O)OC(C)(C)C)C)C(NC=1N=C(C=2N(C1)C=C(N2)C)OC)=O tert-butyl (2S,6S)-4-[2-(2-methoxyethoxy)-8-[(8-methoxy-2-methyl-imidazo[1,2-a]pyrazin-6-yl)carbamoyl]quinazolin-5-yl]-2,6-dimethyl-piperazine-1-carboxylate